C(C=C)[Ti+2] allyltitanium (III)